2,2-di(4,4-di-(t-butylperoxy)cyclohexyl)propane C(C)(C)(C)OOC1(CCC(CC1)C(C)(C)C1CCC(CC1)(OOC(C)(C)C)OOC(C)(C)C)OOC(C)(C)C